FC=1C=C(C=CC1)[C@H]1[C@@H](CN(C1)C(=O)OC(C)(C)C)C(=O)OC |r| 1-tert-Butyl 3-methyl (±)-trans-4-(3-fluorophenyl)pyrrolidine-1,3-dicarboxylate